3-((6-methylpyridin-3-yl)amino)-4-nitrobenzonitrile CC1=CC=C(C=N1)NC=1C=C(C#N)C=CC1[N+](=O)[O-]